6-chloro-2-((cyclopropylmethyl)amino)-8-(4-(difluoromethoxy)phenyl)pteridine-7(8H)-one ClC1=NC=2C=NC(=NC2N(C1=O)C1=CC=C(C=C1)OC(F)F)NCC1CC1